C(C)(C)[C@@H]1[C@H](C1)C=1C=C(N=NC1OC)C=1C(NC(NC1)=O)=O 5-(5-((1S,2R)-2-isopropylcyclopropyl)-6-methoxypyridazin-3-yl)pyrimidine-2,4(1H,3H)-dione